C[C@]12[C@H]3CC[C@]4([C@H]([C@@H]3CC=C2C[C@H](CC1)O)CC[C@@H]4[C@H](C)CCC=4SC=CN4)C (1R,3aS,3bS,7S,9aR,9bS,11aR)-9a,11a-dimethyl-1-[(2R)-4-(1,3-thiazol-2-yl)butan-2-yl]-1H,2H,3H,3aH,3bH,4H,6H,7H,8H,9H,9aH,9bH,10H,11H,11aH-cyclopenta[a]phenanthren-7-ol